bis(t-butyl)(2'-methyl[1,1'-biphenyl]-2-yl)phosphine C(C)(C)(C)P(C1=C(C=CC=C1)C1=C(C=CC=C1)C)C(C)(C)C